4-chloro-N,N-dimethyl-benzo[g]phthalazin-1-amine ClC=1N=NC(=C2C=C3C(=CC12)C=CC=C3)N(C)C